(R)-(2-(benzofuran-3-yl)-1-(2-oxo-2-((5-fluorothiazol-2-yl)amino)acetamido)ethyl)boronic acid O1C=C(C2=C1C=CC=C2)C[C@H](NC(C(NC=2SC(=CN2)F)=O)=O)B(O)O